5-chloro-3-fluoro-2-[4-[[2-hydroxycyclohexyl]amino]pyrido[3,4-d]pyridazin-1-yl]phenol ClC=1C=C(C(=C(C1)O)C1=C2C(=C(N=N1)NC1C(CCCC1)O)C=NC=C2)F